diphenyloxy phosphate P(=O)(OOC1=CC=CC=C1)(OOC1=CC=CC=C1)[O-]